FC(C=1C=C(C=C2C(=NN(C12)CC(=O)OC(C)(C)C)I)C=1C=NC(=NC1)C)F tert-Butyl 2-(7-(difluoromethyl)-3-iodo-5-(2-methylpyrimidin-5-yl)-1H-indazol-1-yl)acetate